C(=C)N1C(=CC2=CC=CC=C12)CC(C(=O)[O-])=C 1-vinylindole-methacrylate